tert-Butyl 3-(2,5-dioxo-3,4-bis(phenylthio)-2,5-dihydro-1H-pyrrol-1-yl)propanoate O=C1N(C(C(=C1SC1=CC=CC=C1)SC1=CC=CC=C1)=O)CCC(=O)OC(C)(C)C